rac-methyl (5aR,6S,7R,8R,8aS)-3-chloro-8,8a-dihydroxy-5a-(4-methoxyphenyl)-6-phenyl-5a,7,8,8a-tetrahydro-6H-cyclopenta[4,5]furo[3,2-b]pyridine-7-carboxylate ClC=1C=C2C(=NC1)[C@]1([C@@](O2)([C@@H]([C@H]([C@H]1O)C(=O)OC)C1=CC=CC=C1)C1=CC=C(C=C1)OC)O |r|